FC1=CC=CC=2N(C(NC21)=O)C 4-fluoro-1-methyl-1H-benzo[d]imidazol-2(3H)-one